(2R,3R,4S,5R,6S)-3,5-bis(benzyloxy)-2-((benzyloxy)methyl)-6-(phenylthio)tetrahydro-2H-pyran C(C1=CC=CC=C1)O[C@H]1[C@H](O[C@H]([C@@H](C1)OCC1=CC=CC=C1)SC1=CC=CC=C1)COCC1=CC=CC=C1